1-(4-benzyloxy-6-chloro-2-methyl-3-pyridinyl)-2-chloro-ethanone C(C1=CC=CC=C1)OC1=C(C(=NC(=C1)Cl)C)C(CCl)=O